N-(6-amino-5-methyl-3-pyridyl)-2-[(2S,5R)-2-[1-[2-(dimethylamino)ethyl]indazol-5-yl]-5-methyl-1-piperidyl]-2-oxo-acetamide NC1=C(C=C(C=N1)NC(C(=O)N1[C@@H](CC[C@H](C1)C)C=1C=C2C=NN(C2=CC1)CCN(C)C)=O)C